3-Bromo-6-(6-chloro-2,5-dimethylpyrimidin-4-yl)-5,6,7,8-tetrahydro-1,6-naphthyridine BrC=1C=NC=2CCN(CC2C1)C1=NC(=NC(=C1C)Cl)C